Tert-butyl (2-(5-bromo-7-(butylamino)-1,3-dioxo-1H-benzo[de]isoquinolin-2(3H)-yl)ethyl)carbamate BrC=1C=C2C3=C(C(N(C(C3=CC=C2NCCCC)=O)CCNC(OC(C)(C)C)=O)=O)C1